[N+](=O)([O-])C=1C(=CC2=C(N(C=N2)COCC[Si](C)(C)C)C1)C(=O)OC Methyl 6-nitro-1-((2-(trimethylsilyl)ethoxy)methyl)-1H-benzo[d]imidazole-5-carboxylate